ClC=1C=C(C=CC1OC=1C=C2C(=NC1)N(C=N2)C)NC=2C1=C(N=CN2)C=CC(=N1)N1CCN(CC1)C(=O)OC(C)(C)C tert-butyl 4-(4-((3-chloro-4-((3-methyl-3H-imidazo[4,5-b]pyridin-6-yl)oxy)phenyl)amino)pyrido[3,2-d]pyrimidin-6-yl)piperazine-1-carboxylate